NC=1C2=C(N=CN1)N(C=C2)C2O[C@@H]([C@@H]1[C@H]2OC(O1)(C)C)[C@H](O)C=1C=C2CCC2=CC1 (R)-((3aR,4R,6aR)-6-(4-amino-7H-pyrrolo[2,3-d]pyrimidin-7-yl)-2,2-dimethyltetrahydrofurano[3,4-d][1,3]dioxol-4-yl)(bicyclo[4.2.0]oct-1,3,5-trien-3-yl)methanol